CNC(C1=CC(=CC=C1)CN1C(C2=CC=C(C=C2C=C1)C=1C=NN(C1)C)=O)=O n-methyl-3-((6-(1-methyl-1H-pyrazol-4-yl)-1-oxoisoquinolin-2(1H)-yl)methyl)benzamide